COCC=1CN=C2C=CC=CC12 3-(methoxymethyl)-2H-indole